FC1=CC(=CC2=CN(N=C12)C)B(O)O 7-fluoro-2-methylindazol-5-ylboronic acid